ClC=1C(=C2C=NNC2=C(C1F)N(C1=NC=NC=N1)C)C1=CC=2N(C=C1)N=C(C2)NC(=O)C2C(C2)F N-(5-(5-chloro-6-fluoro-7-(methyl(1,3,5-triazin-2-yl)amino)-1H-indazol-4-yl)pyrazolo[1,5-a]pyridin-2-yl)-2-fluorocyclopropane-1-carboxamide